ClC1=CC=C(C(=N1)C=1C=NN(C1)C)NC(C)C=1C=2C3=C(N(C(C2C=C(C1)C)=O)C)N(N=C3)CC3CCN(CC3)CC(F)F 9-(1-((6-Chloro-2-(1-methyl-1H-pyrazol-4-yl)pyridin-3-yl)amino)ethyl)-3-((1-(2,2-difluoroethyl)piperidin-4-yl)methyl)-4,7-dimethyl-3,4-dihydro-5H-pyrazolo[3,4-c]isoquinolin-5-one